5-chloro-2-methoxybenzonitrile ClC=1C=CC(=C(C#N)C1)OC